1-(4-(methoxycarbonyl)phenyl)ethane Tert-butyl-4-(((1r,4r)-4-((2,2-dimethylpiperazin-1-yl)methyl)cyclohexyl)oxy)piperidine-1-carboxylate C(C)(C)(C)OC(=O)N1CCC(CC1)OC1CCC(CC1)CN1C(CNCC1)(C)C.COC(=O)C1=CC=C(C=C1)CC